ClC=1C(=CC=C2C(=CNC12)C1=NC(=NC=C1C(F)(F)F)Cl)C#N 7-chloro-3-[2-chloro-5-(trifluoromethyl)pyrimidin-4-yl]-1H-indole-6-carbonitrile